(S)-quinuclidin-3-yl((R)-6-ethoxy-5-(4-isobutoxyphenyl)-2,2-dimethyl-2,3-dihydro-1H-inden-1-yl) carbamate C(N)(O[C@@]1(C(CC2=CC(=C(C=C12)OCC)C1=CC=C(C=C1)OCC(C)C)(C)C)[C@@H]1CN2CCC1CC2)=O